FC(OC=1C=CC(=NC1)NC=1C=C2C=CNC2=CC1)F N-(5-(difluoromethoxy)pyridin-2-yl)-1H-indol-5-amine